((3S*,4R*)-3-ethyl-7-fluorochroman-4-yl)methanesulfonamide C(C)[C@@H]1COC2=CC(=CC=C2[C@@H]1CS(=O)(=O)N)F |o1:2,11|